C(C)(C)(C)C=1C=C(C=C(C1O)C(C)(C)C)C(C(=O)OCC(CO)(CO)CO)C pentaerythritol (3,5-di-tert-butyl-4-hydroxyphenyl)-propionate